The molecule is a homodetic cyclic peptide composed of L-alanyl, Lasparaginyl, L-prolylglycyl, L-leucyl, L-prolyl and L-tyrosyl residues linked in a sequence. It is isolated from the seeds of Annona montana and has been shown to exhibit anti-inflammatory activity. It has a role as a metabolite and an anti-inflammatory agent. C[C@H]1C(=O)N[C@H](C(=O)N2CCC[C@H]2C(=O)NCC(=O)N[C@H](C(=O)N3CCC[C@H]3C(=O)N[C@H](C(=O)N1)CC4=CC=C(C=C4)O)CC(C)C)CC(=O)N